(S)-7-(1-(3-aminopropionyl)piperidin-4-yl)-2-(4-phenoxyphenyl)-4,5,6,7-tetrahydropyrazolo[1,5-a]pyrimidine-3-carboxamide NCCC(=O)N1CCC(CC1)[C@@H]1CCNC=2N1N=C(C2C(=O)N)C2=CC=C(C=C2)OC2=CC=CC=C2